C(C)N(CCN)CC N,N-Diethyl-ethylenediamine